C(C)(C)(C)OC(N[C@@H]1C(N(C2=C(OC1)C=CC(=C2)OCC2=CC=C(C=C2)F)C)=O)=O (S)-(7-((4-fluorobenzyl)oxy)-5-methyl-4-oxo-2,3,4,5-tetrahydrobenzo[b][1,4]oxazepin-3-yl)carbamic acid tert-butyl ester